OC1CC2(C3CCC4(C(CCC4(C3=CC(C2CC1O)=O)O)C(CN1CCOCC1)=O)C)C 2,3,14-Trihydroxy-10,13-dimethyl-17-(2-Morpholinoacetyl)-2,3,4,5,9,11,12,15,16,17-decahydro-1H-cyclopenta[a]phenanthren-6-on